OCC(NCCCNC(CO)(CO)CO)(CO)CO (1,3-Bis[Tris(hydroxymethyl)methylamino])Propane